FC=1C=C(C=CC1C(=O)OC)C1CN(CCN1)C(=O)OC(C)(C)C tert-butyl 3-(3-fluoro-4-(methoxycarbonyl)phenyl)piperazine-1-carboxylate